ClC1=C(C=C(C=C1)[C@H](C)NC(=O)C=1C=NC2=C(N=C(C=C2C1N1CCN[C@H](CC1)C)C)OC)OC N-[(S)-1-(4-chloro-3-methoxyphenyl)ethyl]-4-[(S)-5-methyl-1,4-diazepan-1-yl]-8-methoxy-6-methyl-1,7-diaza-3-naphthamide